(2R,4S)-N-((S)-1-((5-chloro-2-(1H-tetrazol-1-yl)benzyl)amino)-1-oxopropan-2-yl)-4-(naphthalen-2-ylmethyl)pyrrolidine-2-carboxamide Trifluoroacetate salt FC(C(=O)O)(F)F.ClC=1C=CC(=C(CNC([C@H](C)NC(=O)[C@@H]2NC[C@H](C2)CC2=CC3=CC=CC=C3C=C2)=O)C1)N1N=NN=C1